tert-Butyl trans-4-[[4-(3-cyanophenyl)-5-(2,6-dimethyl-4-pyridyl)thiazol-2-yl]carbamoyl]-2,5-dimethyl-piperazine-1-carboxylate C(#N)C=1C=C(C=CC1)C=1N=C(SC1C1=CC(=NC(=C1)C)C)NC(=O)N1C[C@@H](N(C[C@H]1C)C(=O)OC(C)(C)C)C